4-(aminomethyl)piperidine-1-carboxylate NCC1CCN(CC1)C(=O)[O-]